2-(4-cyclopropyl-6-methoxypyrimidin-5-yl)-7H,8H-pyrido[2,3-d]pyrimidin-7-one C1(CC1)C1=NC=NC(=C1C=1N=CC2=C(N1)NC(C=C2)=O)OC